C(CC)C1=CC=C(C=C1)C(=O)OC(CO)CO 2-(4-propylphenyl)formyloxy-1,3-propanediol